COC(=O)C=1C=C(C=2N(C1)C=C(N2)C2(CC2)OC)OC 8-methoxy-2-(1-methoxycyclopropyl)imidazo[1,2-a]pyridine-6-carboxylic acid methyl ester